4-chlorobenzyl (4-(1-(1-isobutyl-1H-pyrazole-5-carboxamido)ethyl)phenyl)carbamate C(C(C)C)N1N=CC=C1C(=O)NC(C)C1=CC=C(C=C1)NC(OCC1=CC=C(C=C1)Cl)=O